1-(3-hydroxy-2-(hydroxymethyl)propyl) 8-methyl octanedioate C(CCCCCCC(=O)OC)(=O)OCC(CO)CO